6,7-Dimethoxy-4-(1,3,4,5-tetrahydro-2H-benzo[c]azepin-2-yl)quinazolin-2-amine COC=1C=C2C(=NC(=NC2=CC1OC)N)N1CC2=C(CCC1)C=CC=C2